N-[(2S)-1-(4-(methyl)piperazin-1-yl)-5-[[(1R,2S)-2-(4-fluorophenyl)-cyclopropyl](prop-2-en-1-yl)amino]-1-oxopentan-2-yl]-4-(1H-1,2,3-triazol-1-yl)-benzamide CN1CCN(CC1)C([C@H](CCCN(CC=C)[C@H]1[C@@H](C1)C1=CC=C(C=C1)F)NC(C1=CC=C(C=C1)N1N=NC=C1)=O)=O